5-Chloro-2-(4-{[(4S)-3,3-dimethyloxetan-4-yl]amino}pyrido[3,4-d]pyridazin-1-yl)phenol ClC=1C=CC(=C(C1)O)C1=C2C(=C(N=N1)N[C@@H]1C(CO1)(C)C)C=NC=C2